CN1C=NC=C1C1=CN=CC(=N1)C(=O)NC1CCC(CC1)C 6-(1-methyl-1H-imidazol-5-yl)-N-(4-methylcyclohexyl)pyrazine-2-carboxamide